[Br-].C1(=CC=CC=C1)C(CCCCC[PH3+])(C1=CC=CC=C1)C1=CC=CC=C1 triphenylhexyl-phosphonium bromide